tertiary butyl-furan C(C)(C)(C)C=1OC=CC1